N-(4-((4-aminonaphthalen-1-yl)oxy)pyridin-2-yl)acetamide NC1=CC=C(C2=CC=CC=C12)OC1=CC(=NC=C1)NC(C)=O